1-(o-tolyl)-guanidine C1(=C(C=CC=C1)NC(=N)N)C